4-[2-({3-[(tert-butyldiphenylsilyl)oxy]-4,5-dimethoxyphenyl}meth-oxy)ethyl]piperidine [Si](C1=CC=CC=C1)(C1=CC=CC=C1)(C(C)(C)C)OC=1C=C(C=C(C1OC)OC)COCCC1CCNCC1